N-(6-amino-5-ethyl-3-pyridyl)-2-oxo-2-[Rac-(2R,5S)-5-methyl-2-[2-[Rac-(3R)-1-methyl-3-piperidyl]Indazol-5-Yl]-1-piperidyl]acetamide NC1=C(C=C(C=N1)NC(C(N1[C@H](CC[C@@H](C1)C)C1=CC2=CN(N=C2C=C1)[C@H]1CN(CCC1)C)=O)=O)CC |r|